N-(3-(2-chloro-5-fluorophenyl)-6-(2-hydroxypropan-2-yl)-1-oxoisoindolin-4-yl)-3-fluoro-5-(trifluoromethyl)benzamide ClC1=C(C=C(C=C1)F)C1NC(C2=CC(=CC(=C12)NC(C1=CC(=CC(=C1)C(F)(F)F)F)=O)C(C)(C)O)=O